(R)-1-benzyl-N-methyl-pyrrolidin-3-amine C(C1=CC=CC=C1)N1C[C@@H](CC1)NC